3-fluorobenzylpropynoic acid FC=1C=C(CC#CC(=O)O)C=CC1